N4-(3,8-dimethylcinnolin-4-yl)-N2-(3-morpholinophenyl)pyrimidine-2,4-diamine CC=1N=NC2=C(C=CC=C2C1NC1=NC(=NC=C1)NC1=CC(=CC=C1)N1CCOCC1)C